tert-butyl (6-ethynylpyridin-2-yl)carbamate C(#C)C1=CC=CC(=N1)NC(OC(C)(C)C)=O